5-(4-((7-ethyl-6-oxo-5,6-dihydro-1,5-naphthyridin-3-yl)methyl)piperazin-1-yl)-N-(1-methyl-1H-pyrazol-4-yl)picolinamide C(C)C=1C(NC=2C=C(C=NC2C1)CN1CCN(CC1)C=1C=CC(=NC1)C(=O)NC=1C=NN(C1)C)=O